OC(C(=O)O)C(C(C(C(C(=O)O)O)O)O)O 2,3,4,5,6-pentahydroxypimelic acid